FC(C(=O)O)(F)F.FC(C=1SC=2CNCCC2N1)(F)F 2-(Trifluoromethyl)-4,5,6,7-tetrahydrothiazolo[5,4-c]pyridine 2,2,2-trifluoroacetate